N[C@H]1CNCC1 (R)-3-Amino-pyrrolidin